4-chloro-8-iodoimidazo[1,2-a]quinoxaline ClC=1C=2N(C3=CC(=CC=C3N1)I)C=CN2